(Z)-N'-(2-Methyl-2-(methyl-d3)propanoyl-3,3,3-d3)-3-(3-(3-(pentafluorosulfaneyl)-5-(trifluoromethyl)phenyl)-1H-1,2,4-triazol-1-yl)acrylohydrazide CC(C(=O)NNC(\C=C/N1N=C(N=C1)C1=CC(=CC(=C1)C(F)(F)F)S(F)(F)(F)(F)F)=O)(C([2H])([2H])[2H])C([2H])([2H])[2H]